3,6-di-tert-butyl-1,2-benzoquinone C(C)(C)(C)C=1C(C(C(=CC1)C(C)(C)C)=O)=O